2-(((3-(hydroxymethyl)cyclohexyl)thio)methyl)-8-methylquinazolin OCC1CC(CCC1)SCC1=NC2=C(C=CC=C2C=N1)C